methyl 2-fluoro-4-aminobenzoate hydrochloride Cl.FC1=C(C(=O)OC)C=CC(=C1)N